FC1=CC=C(CN(C(=O)NCC2=CC=C(C=C2)O)CC2CCN(CC2)C)C=C1 (R)-1-(4-fluorobenzyl)-3-(4-hydroxybenzyl)-1-((1-methylpiperidin-4-yl)methyl)urea